[1-({[(4-methylphenyl)sulfonyl]oxy}imino)hexahydro-1λ4-thiopyran-4-yl]methyl methanesulfonate CS(=O)(=O)OCC1CCS(CC1)=NOS(=O)(=O)C1=CC=C(C=C1)C